3,6,7-triamino-7H-[1,2,4]triazolo[4,3-b][1,2,4]triazole NC1=NN=C2N1N=C(N2N)N